ClC1=NC(=C(C(=O)O)C=C1)CCCCCO 6-chloro-2-(5-hydroxypentyl)nicotinic acid